(R)-(4-(3-cyclohexyl-6,7-difluoro-1-methyl-2-oxoindolin-3-yl)phenyl)boronic acid C1(CCCCC1)[C@@]1(C(N(C2=C(C(=CC=C12)F)F)C)=O)C1=CC=C(C=C1)B(O)O